ethyl 7-cyclopropoxy-1-{[2-(trimethylsilyl)ethoxy]methyl}pyrrolo[2,3-c]pyridine-2-carboxylate C1(CC1)OC=1N=CC=C2C1N(C(=C2)C(=O)OCC)COCC[Si](C)(C)C